2,3,3-trifluoro-1-iodo-1-propene FC(=CI)C(F)F